(3R)-4-[2-[4-[1-(3-methoxy-[1,2,4]triazolo[4,3-b]pyridazin-6-yl)piperidin-4-yl]phenoxy]ethyl]-1,3-dimethylpiperazin-2-one COC1=NN=C2N1N=C(C=C2)N2CCC(CC2)C2=CC=C(OCCN1[C@@H](C(N(CC1)C)=O)C)C=C2